2-ethyl-4-(trifluoromethoxy)aniline C(C)C1=C(N)C=CC(=C1)OC(F)(F)F